N-((7R)-2-Cyano-2-azabicyclo[2.2.1]heptan-7-yl)-4-(3-(4-fluorophenoxy)pyridin-4-yl)benzamid C(#N)N1C2CCC(C1)[C@H]2NC(C2=CC=C(C=C2)C2=C(C=NC=C2)OC2=CC=C(C=C2)F)=O